tert-Butyl (2R,5S)-2-ethyl-4-(2-hydrazineylpyrido[3,2-d]pyrimidin-4-yl)-5-methylpiperazine-1-carboxylate C(C)[C@H]1N(C[C@@H](N(C1)C=1C2=C(N=C(N1)NN)C=CC=N2)C)C(=O)OC(C)(C)C